C1(CC1)N1C(C(C=2C1=CC=1C(=NN=C(C1C2)C)N[C@H](C)C2=C(C(=CC=C2)C(CO)(F)F)F)(C)OCC)=O 1-cyclopropyl-3-ethoxy-3,5-dimethyl-8-[[(1R)-1-[3-(1,1-difluoro-2-hydroxy-ethyl)-2-fluoro-phenyl]ethyl]amino]pyrrolo[2,3-g]phthalazin-2-one